BrCCCCCCOC1=C2C=C(C(=CC2=C(C=2C(OCC21)=O)C2=CC1=C(OCO1)C=C2)OC)OC 4-(6-bromohexyloxy)-9-(benzo[d][1,3]dioxol-5-yl)-6,7-dimethoxynaphtho[2,3-c]furan-1(3H)-one